1-[(2R,4S)-4-[4-amino-3-[2-(1-methylindol-5-yl)ethynyl]pyrazolo[3,4-d]pyrimidin-1-yl]-2-(methoxymethyl)pyrrolidin-1-yl]prop-2-en-1-one NC1=C2C(=NC=N1)N(N=C2C#CC=2C=C1C=CN(C1=CC2)C)[C@H]2C[C@@H](N(C2)C(C=C)=O)COC